CN(CCN(C(C(CCSCCC(=O)OCCCCCCCCCCCCC)NC(C(CCCCCCCCCC)CCCCCCCC)=O)=O)C)C tridecyl 3-((4-((2-(dimethylamino)ethyl)(methyl)amino)-3-(2-octyldodecanamido)-4-oxobutyl)thio)propanoate